pentyl-cinnamaldehyde C(CCCC)C(C=O)=CC1=CC=CC=C1